3-(2-methyl-4-oxo-3,4-dihydropyrido[3,4-d]pyrimidin-6-yl)-3,6-diazabicyclo[3.1.1]Heptane-6-carboxylate CC=1NC(C2=C(N1)C=NC(=C2)N2CC1N(C(C2)C1)C(=O)[O-])=O